(R)-4-Ethoxy-N-(4-(morpholin-2-yl)-phenyl)-benzamid C(C)OC1=CC=C(C(=O)NC2=CC=C(C=C2)[C@@H]2CNCCO2)C=C1